C(C=C)N1C=NC(=C1)C 1-allyl-4-methylimidazole